6-(1-acetyl-4-piperidinyl)-4-[[(1R)-1-[5-amino-2-fluoro-3-(trifluoromethyl)phenyl]ethyl]amino]-8-methyl-pyrido[2,3-d]pyrimidin-7-one C(C)(=O)N1CCC(CC1)C1=CC2=C(N=CN=C2N[C@H](C)C2=C(C(=CC(=C2)N)C(F)(F)F)F)N(C1=O)C